FC1=C(C=C(C(=C1)F)F)C1CC(NC1)=O 4-(2,4,5-trifluorophenyl)pyrrolidin-2-one